2-[(5-isopropoxyindazol-2-yl)methoxy]ethyl-trimethyl-silane (S)-tert-butyl-methyl(piperidin-3-yl)carbamate C(C)(C)(C)OC(N([C@@H]1CNCCC1)C)=O.C(C)(C)OC1=CC2=CN(N=C2C=C1)COCC[Si](C)(C)C